COC1=NN(C=C1)C 3-Methoxy-1-methyl-1H-pyrazole